C1CC1NC2=C3C(=NC(=N2)N)N(C=N3)[C@@H]4C[C@@H](C=C4)CO[C@H]5[C@@H]([C@H]([C@@H]([C@H](O5)C(=O)O)O)O)O The molecule is a glucosiduronic acid derivative formed by linkage of beta-D-glucosiduronic acid with the 5'-oxygen of abacavir. One of the two major metabolites of abacavir in humans (the other is the 5'-carboxylic acid, CHEBI:64192). It has a role as a metabolite. It derives from an abacavir.